(S)-6-(propyl(2-(thiophen-2-yl)ethyl)amino)-5,6,7,8-tetrahydronaphthalen-1-yl 2-p-palmitamidobenzenecarboxamidoacetate C(CCCCCCCCCCCCCCC)(=O)NC1=CC=C(C=C1)C(=O)NCC(=O)OC1=CC=CC=2C[C@H](CCC12)N(CCC=1SC=CC1)CCC